5-morpholino-1-(6-(trifluoromethyl)pyridin-3-yl)-1H-pyrazole-4-carboxylic acid ethyl ester C(C)OC(=O)C=1C=NN(C1N1CCOCC1)C=1C=NC(=CC1)C(F)(F)F